[4-[4-[3-cyano-4-(2-cyano-4-fluoro-phenyl)sulfanyl-pyrazolo[1,5-a]pyridin-6-yl]-5-methylpyrazol-1-yl]cyclohexyl] dihydrogen phosphate P(=O)(OC1CCC(CC1)N1N=CC(=C1C)C=1C=C(C=2N(C1)N=CC2C#N)SC2=C(C=C(C=C2)F)C#N)(O)O